((3aR,5R,6aS)-2-(5-(6-ethoxy-1H-pyrazolo[3',4':3,4]pyrazolo[1,5-a]pyridin-4-yl)pyridin-2-yl)-octahydrocyclopenta[c]pyrrol-5-yl)-6-fluorobenzamide C(C)OC=1C=C(C=2N(C1)N=C1C2C=NN1)C=1C=CC(=NC1)N1C[C@@H]2[C@H](C1)CC(C2)C2=C(C(=O)N)C(=CC=C2)F